[Ca+2].[Ca+2].[F-].[F-].[F-].[F-] fluoride dicalcium